N-[4-[(4-Ethyl-1-piperazinyl)methyl]-3-(trifluoromethyl)phenyl]-4-methyl-3-(1H-pyrrolo[2,3-b]pyridin-4-yloxy)-benzamide trihydrochloride Cl.Cl.Cl.C(C)N1CCN(CC1)CC1=C(C=C(C=C1)NC(C1=CC(=C(C=C1)C)OC1=C2C(=NC=C1)NC=C2)=O)C(F)(F)F